6-bromo-4-iodo-2H-isoquinolin-1-one BrC=1C=C2C(=CNC(C2=CC1)=O)I